5-(2-cyano-4-((8-methyl-6-oxo-7-(trifluoromethyl)-5,6-dihydro-1,5-naphthyridin-3-yl)methyl)piperazin-1-yl)-N-methylpyridineamide C(#N)C1N(CCN(C1)CC=1C=NC=2C(=C(C(NC2C1)=O)C(F)(F)F)C)C=1C=CC(=NC1)C(=O)NC